OCCN1CCN(CC1)C1=C2C=C(C(=CC2=CC=2C1=COC2)OC)OC 9-(4-(2-hydroxyethyl)piperazin-1-yl)-6,7-dimethoxynaphtho[2,3-c]furan